BrC1=CC2=C(N(C[C@H](N(S2(=O)=O)C)C2CC2)C2=CC=CC=C2)C=C1Cl (R)-8-bromo-7-chloro-3-cyclopropyl-2-methyl-5-phenyl-2,3,4,5-tetrahydrobenzo[f][1,2,5]thiadiazepine 1,1-dioxide